FC1=CC(=C(C=C1)C1(CCC2(OCCO2)CC1)O)CO 8-(4-fluoro-2-(hydroxymethyl)phenyl)-1,4-dioxaspiro[4.5]Decane-8-ol